P(SC1=CC=CC=C1)(OC1=CC=CC=C1)OCCCCCCCCCCCCC diphenyl (tridecyl) thiophosphite